C(CCCCCCCCCCCCCCCCC)N.C(C=1C(C(=O)O)=CC=CC1)(=O)O phthalic acid octadecylamine salt